Cl.Cl.N[C@H](CC1=C(C=2N=C(N=C(C2S1)NCC1=NC=NC=C1)Cl)C)C 6-[(2S)-2-aminopropyl]-2-chloro-7-methyl-N-[(pyrimidin-4-yl)methyl]thieno[3,2-d]pyrimidin-4-amine dihydrochloride